Benzyl N-[(3R)-7-(4-cyano-1,1-dioxo-1λ6-thian-4-yl)-3,4-dihydro-2H-1-benzopyran-3-yl]carbamate C(#N)C1(CCS(CC1)(=O)=O)C1=CC2=C(C[C@H](CO2)NC(OCC2=CC=CC=C2)=O)C=C1